C(CCCCC)(=O)OCC.[Zn+2] zinc(II) 2-ethyl 1-hexanoate